ClC=1N=C(C2=C(N1)CCN=C2)N2CCCC1=CC(=C(C=C21)C(F)F)C=2C=NN(C2)C 2-chloro-4-(7-(diFluoromethyl)-6-(1-methyl-1H-pyrazol-4-yl)-3,4-dihydroquinolin-1(2H)-yl)-7,8-dihydropyrido[4,3-d]pyrimidine